FC1=NN(C2=CC(=CC=C12)/C=C/C(=O)OC)C1OCCCC1 methyl (2E)-3-[3-fluoro-1-(oxan-2-yl)indazol-6-yl]prop-2-enoate